N-(4-(methylsulfonyl)benzyl)-4-(4-((4-(methylsulfonyl)benzyl)oxy)phenyl)-1H-imidazole-1-carboxamide CS(=O)(=O)C1=CC=C(CNC(=O)N2C=NC(=C2)C2=CC=C(C=C2)OCC2=CC=C(C=C2)S(=O)(=O)C)C=C1